cis-1-(3-((tert-butyldimethylsilyl)oxy)propyl)-3-(4-(methoxycarbonyl)phenyl)cycloheptane-1-carboxylic acid [Si](C)(C)(C(C)(C)C)OCCC[C@@]1(C[C@H](CCCC1)C1=CC=C(C=C1)C(=O)OC)C(=O)O